ClC=1C=C2C(C(NC2=CC1)=O)=NN=C1SCC(N1C1=CC=C(C=C1)C(C)(C)C)=O 5-chloro-3-(2-(3-(4-tert-butylphenyl)-4-oxothiazolidine-2-ylidene)hydrazono)-1H-indol-2-one